C(C)(C)N1CCNC2=CC=CC=C12 1-isopropyl-1,2,3,4-tetrahydroquinoxaline